[2H][BH3-].[Na+] sodium deuteroborohydride